C(C)(=O)C1=NN(C2=CC=C(C=C12)C=1C=NC(=NC1)C)CC(=O)N1[C@@H](C[C@H](C1)F)C(=O)NC=1C(=C(C=CC1)C1=C(C=CC(=C1)S(NC)(=O)=O)Cl)F (2S,4R)-1-(2-(3-acetyl-5-(2-methylpyrimidin-5-yl)-1H-indazol-1-yl)acetyl)-N-(2'-chloro-2-fluoro-5'-(N-methylsulfamoyl)biphenyl-3-yl)-4-fluoropyrrolidine-2-carboxamide